6-(bromomethyl)-1-methyl-1H-benzo[d][1,2,3]Triazole BrCC=1C=CC2=C(N(N=N2)C)C1